Tetrahydrofuran-3-yl [(trans-4-{2-[(1R)-1-hydroxyethyl]-1H-imidazo[4,5-d]thieno[3,2-b]pyridin-1-yl}cyclohexyl)methyl]carbamate O[C@H](C)C1=NC=2C(=C3C(=NC2)C=CS3)N1[C@@H]1CC[C@H](CC1)CNC(OC1COCC1)=O